4-{4-[3-[4-methoxyphenyl]thioureido]-thiophenyl}-pyridine COC1=CC=C(C=C1)NC(NC=1C=C(SC1)C1=CC=NC=C1)=S